C(C)NNC 1-ethyl-2-methyl-hydrazine